OCC#CCCCC#CCCCCC=1C(C(=C(C(C1C)=O)C)C)=O 2-(12-hydroxy-5,10-dodecadiyn-1-yl)-3,5,6-trimethyl-2,5-cyclohexadiene-1,4-dione